tert-butyl (4-carbamoylphenyl) carbonate C(OC(C)(C)C)(OC1=CC=C(C=C1)C(N)=O)=O